3-[[2-fluoro-3-(4,4,5,5-tetramethyl-1,3,2-dioxaborolan-2-yl)phenyl]methyl]-4-methyl-7-pyrimidin-2-yloxy-chromen-2-one FC1=C(C=CC=C1B1OC(C(O1)(C)C)(C)C)CC=1C(OC2=CC(=CC=C2C1C)OC1=NC=CC=N1)=O